ClC1=CC=C(C(=C1)Cl)CCF 2,4-dichloro-5-fluoroethylbenzene